tert-Butyl methyl(4-((6,7,8,9-tetrahydro-5H-[1,2,4]triazolo[4,3-a]azepin-3-yl)methylamino)phenyl)carbamate CN(C(OC(C)(C)C)=O)C1=CC=C(C=C1)NCC1=NN=C2N1CCCCC2